tert-butyl ((3S,4S)-4-methoxypyrrolidin-3-yl)carbamate CO[C@@H]1[C@H](CNC1)NC(OC(C)(C)C)=O